TiN nitrogen [N].[Sn]